1-Heptyl-1-propylpyrrolidinium cyanid [C-]#N.C(CCCCCC)[N+]1(CCCC1)CCC